1-(naphthalen-2-yl)cyclopropanecarboximidamide C1=C(C=CC2=CC=CC=C12)C1(CC1)C(N)=N